C(C)(C)(C)OC(=O)N1[C@@H]([C@@H]([C@H](C1)OC(=O)OC(C)(C)C)OC(=O)C1CCS(CC1)(=O)=N)CC1=CC=C(C=C1)OC.CC(C)CCCC(CCC)C 2,6-dimethyl-Nonane tert-butyl-(2R,3S,4S)-4-[(tert-butoxycarbonyl)oxy]-3-(1-imino-1-oxo-1lambda6-thiane-4-carbonyloxy)-2-[(4-methoxyphenyl)methyl]pyrrolidine-1-carboxylate